ClC=1C(=NC=CC1)NC1=NNC(=C1)C1=CC=C(C=C1)F 3-chloro-N-(5-(4-fluorophenyl)-1H-pyrazol-3-yl)pyridin-2-amine